5-(2-amino-[1,2,4]triazolo[1,5-a]pyridin-7-yl)-N-(2-isobutoxybenzyl)-2-methylnicotinamide NC1=NN2C(C=C(C=C2)C=2C=NC(=C(C(=O)NCC3=C(C=CC=C3)OCC(C)C)C2)C)=N1